methyl 1-(2-phenylethyl)-4-[phenyl(propanoyl)amino]piperidine-4-carboxylate C1(=CC=CC=C1)CCN1CCC(CC1)(C(=O)OC)N(C(CC)=O)C1=CC=CC=C1